C(C=C)(=O)O.C(C=C)(=O)O.OC1CCC(CC1)CC1CCC(CC1)O bis(4-hydroxycyclohexyl)methane diacrylate